NC1=NC=2C3=C(C(CC2C=N1)(C)C)C(=NN3)C(=O)NC=3SC=C(N3)CC(=O)N3CCC(CC3)N(C)C 8-amino-N-(4-{2-[4-(dimethylamino)piperidin-1-yl]-2-oxoethyl}-1,3-thiazol-2-yl)-4,4-dimethyl-4,5-dihydro-1H-pyrazolo[4,3-H]quinazoline-3-carboxamide